diethyl 1-((4-nitrophenyl) sulfonyl)-3-vinylazetidine-2,2-dicarboxylate [N+](=O)([O-])C1=CC=C(C=C1)S(=O)(=O)N1C(C(C1)C=C)(C(=O)OCC)C(=O)OCC